C1(=CC=CC=C1)[C@H](C(=O)O)NC(=O)C1CN(CC1)C(CC1=NC=2NCCCC2C=C1)=O (2R)-2-phenyl-2-(1-(2-(5,6,7,8-tetrahydro-1,8-naphthyridin-2-yl)acetyl)pyrrolidine-3-carboxamido)acetic acid